3-(3,5-difluorophenyl)-N-(4-methoxyphenyl)-N-methylpropanamine FC=1C=C(C=C(C1)F)CCCN(C)C1=CC=C(C=C1)OC